(3S,3'R)-5-bromo-1-methyl-3'-phenyl-1'-(2,2,2-trifluoroethyl)spiro[indoline-3,2'-pyrrolidine] BrC=1C=C2C(=CC1)N(C[C@@]21N(CC[C@@H]1C1=CC=CC=C1)CC(F)(F)F)C